C(C1=CC=CC=C1)OC(CCN1CCC(CC1)CCOCC=1C=C(C(=C(C1)O)OC)OC)CCCO 5-[(2-{1-[3-(benzyloxy)-6-hydroxyhexyl]piperidin-4-yl}ethoxy)methyl]-2,3-dimethoxyphenol